[Fe+2].N[C@@H]([C@H](O)C)C(=O)[O-].N[C@@H]([C@H](O)C)C(=O)[O-] threonine iron salt